ClC1=C(NC2=C(NC3=C2C(NCC3)=O)C3=C(C=NC=C3)OCC3OCCCC3)C=CC=C1Cl 3-(2,3-dichloroanilino)-2-{3-[(oxan-2-yl)methoxy]pyridin-4-yl}-1,5,6,7-tetrahydro-4H-pyrrolo[3,2-c]pyridin-4-one